ClC1CCC2=CC(=CC(=C12)C)C1=CC(=C(C=C1)C1CC1)Cl 1-chloro-5-(3-chloro-4-cyclopropyl-phenyl)-7-methyl-indane